2,2',2'',2'''-[Oxybis(2,1-ethanediylnitrilo)]tetraacetic acid O(CCN(CC(=O)O)CC(=O)O)CCN(CC(=O)O)CC(=O)O